N-(tetrahydrofuran-3-yl)pyrimidine-5-carboxamide Cesium carbonate C([O-])([O-])=O.[Cs+].O1CC(CC1)NC(=O)C=1C=NC=NC1.[Cs+]